FC1=CC=C(C=2N=C(SC21)N)C 7-fluoro-4-methyl-1,3-benzothiazol-2-amine